FC1=CC=CC2=C1NCCO2 5-fluoro-3,4-dihydro-2H-1,4-benzoxazine